5α-Hydroxy-7β,19-epoxy-cholestan-3,6-dion O[C@]12C([C@H]3[C@H]4[C@@H]5CC[C@H]([C@@H](CCCC(C)C)C)[C@]5(CC[C@@H]4[C@]2(CCC(C1)=O)CO3)C)=O